N1CC=CC=CC1 2,7-dihydro-1H-azepin